C(=O)(O)CN(C(C(=O)O)CCC(=O)O)CC(=O)O N,N-dicarboxymethyl-2-aminopentanedioic acid